C1CCC12CCC(CC2)C(=O)OCCCC butyl spiro[3.5]nonane-7-carboxylate